4-methylcarboxymethyl-1,2,3-trimethylimidazolinium CC1N(C([N+](C1)(C)CC(=O)O)C)C